Cl.CC1=C(C=CC(=C1)B1OC(C(O1)(C)C)(C)C)CN (2-methyl-4-(4,4,5,5-tetramethyl-1,3,2-dioxaborolan-2-yl)phenyl)methanamine hydrochloride